3-(4-(((3-fluoro-5-methoxyphenyl)amino)methyl)benzylisoxazol-5-yl)pyridin-2-amine FC=1C=C(C=C(C1)OC)NCC1=CC=C(CC2=NOC(=C2)C=2C(=NC=CC2)N)C=C1